CNCCOC=1C=NC=CC1C1=C(C2=NC=CC=C2N1)C1=CC(=CC=C1)C(F)(F)F N-methyl-2-[(4-{3-[3-(trifluoromethyl)phenyl]-1H-pyrrolo[3,2-b]pyridin-2-yl}pyridin-3-yl)oxy]ethan-1-amine